COC1=C(C=C(C=C1)OC1=CC(=CC=C1)C(F)(F)F)NC(CC1NC(CC1)=O)=O N-(2-Methoxy-5-(3-(trifluoromethyl)phenoxy)phenyl)-2-(5-oxopyrrolidin-2-yl)acetamide